tert-butyl 3-[4-(4,4,5,5-tetramethyl-1,3,2-dioxaborolan-2-yl) pyrazol-1-yl]propanoate CC1(OB(OC1(C)C)C=1C=NN(C1)CCC(=O)OC(C)(C)C)C